3-glycidylpropyltrimethoxysilane C(C1CO1)CCC[Si](OC)(OC)OC